S1C(=CC=C1C=O)C=1SC(=CC1)C=O [2,2'-bithiophene]-5,5'-dicarboxaldehyde